sulfo-4-((4-(cyanoethynyl) benzoyl) oxy)-2,3,5,6-tetrafluorobenzenesulfonate S(=O)(=O)(O)C1(C(C(=C(C(=C1F)F)OC(C1=CC=C(C=C1)C#CC#N)=O)F)F)S(=O)(=O)[O-]